FC1=C(C(F)(F)F)C(=C(C(=C1F)F)F)F 2,3,4,5,6-pentafluorotrifluorotoluene